N1N=C(C2=CC=CC=C12)C(=O)N1CCC2(C(C2)CNC(=O)C2=CC=3C(=CN=CC3)O2)CC1 N-[[6-(1H-indazole-3-carbonyl)-6-azaspiro[2.5]octan-2-yl]methyl]furo[2,3-c]pyridine-2-carboxamide